(2-isopropylphenyl)-7-methyl-9-(piperidin-4-ylmethyl)-7,9-dihydro-8H-purin-8-one C(C)(C)C1=C(C=CC=C1)C1=NC=C2N(C(N(C2=N1)CC1CCNCC1)=O)C